(R)-N-((R)-1-(6-isopropyl-8-(3-methyl-2,4-dioxoimidazolidin-1-yl)imidazo[1,2-a]pyridin-2-yl)ethyl)-2-methylpropane-2-sulfinamide C(C)(C)C=1C=C(C=2N(C1)C=C(N2)[C@@H](C)N[S@](=O)C(C)(C)C)N2C(N(C(C2)=O)C)=O